C(C1=CC=CC=C1)NC1=NC(=NN2C1=CC=C2C2CN(CC2)S(N)(=O)=O)N2C(=CC=1C(=CC=CC21)C(=O)N)C 1-[4-(benzylamino)-7-(1-sulfamoylpyrrolidin-3-yl)pyrrolo[2,1-f][1,2,4]triazin-2-yl]-2-methyl-1H-indole-4-carboxamide